BrC=1C=CC(=C(C1)NC=1C=CC(=NC1C)N)[N+](=O)[O-] N5-(5-bromo-2-nitrophenyl)-6-methylpyridine-2,5-diamine